FC=1C=C(C=CC1N1CCC(CC1)C(NCCN1CCOCC1)C)NC1=NC=C(C(=N1)C=1C=NN(C1)C(C)C)C N-(3-fluoro-4-(4-(methyl-(morpholinoethyl)aminomethyl)piperidine-1-yl)phenyl)-4-(1-isopropyl-1H-pyrazole-4-yl)-5-methylpyrimidine-2-amine